3,4,5-Trimethoxyphenylacetic acid COC=1C=C(C=C(C1OC)OC)CC(=O)O